C(C)C1N(C(C2=CC(=C(C=C12)OC)OC)=O)C1=NC(=CN=C1)C1=NC=CC=N1 3-ethyl-5,6-dimethoxy-2-(6-(pyrimidin-2-yl)pyrazin-2-yl)isoindolin-1-one